1-(2-chloroethyl)-3-(3-(trifluoromethyl)phenyl)urea ClCCNC(=O)NC1=CC(=CC=C1)C(F)(F)F